6-(p-tolyl)benzo[b]Thiophene-3-carboxamide C1(=CC=C(C=C1)C=1C=CC2=C(SC=C2C(=O)N)C1)C